C1(=CC=CC=C1)N(C1=CC=CC=C1)[Al](CC(C)C)CC(C)C (diphenylamino)(diisobutyl)aluminum